CC1=CC=C(C=C1)CC(C#C)=O (4-methylphenyl)-3-butyn-2-one